C(=O)(O)CN[C@@H](CCCCN)C(=O)O N-carboxymethyllysine